5-(4-(4-cyanophenyl)piperidine-1-carbonyl)-4-ethyl-2-methylbenzoyl-hydrazine C(#N)C1=CC=C(C=C1)C1CCN(CC1)C(=O)C=1C(=CC(=C(C(=O)NN)C1)C)CC